tert-butyl 6-[8-(1,3-benzothiazol-2-ylcarbamoyl)-3,4-dihydroisoquinolin-2(1H)-yl]-3-(1-{[3-methoxytricyclo[3.3.1.13,7]dec-1-yl]methyl}-1H-pyrazol-4-yl)pyridine-2-carboxylate S1C(=NC2=C1C=CC=C2)NC(=O)C=2C=CC=C1CCN(CC21)C2=CC=C(C(=N2)C(=O)OC(C)(C)C)C=2C=NN(C2)CC21CC3(CC(CC(C2)C3)C1)OC